CN1C(C(=C(C2=CC=CC=C12)N1CCC(CC1)C=1OC2=C(N1)C=CC(=C2)C)C#N)=O 1-Methyl-4-[4-(6-methyl-1,3-benzoxazol-2-yl)piperidin-1-yl]-2-oxo-1,2-dihydroquinoline-3-carbonitrile